(4-chloro-3-fluorophenyl)-5-trifluoromethyl-1,3,4-oxadiazole ClC1=C(C=C(C=C1)C=1OC(=NN1)C(F)(F)F)F